ClC=1C=NN(C1)C1=NC=C(C=C1C(=O)N1N(CCC1)CC1=CC2=C(N=C(S2)C)C=C1)C (2-(4-chloro-1H-pyrazol-1-yl)-5-methylpyridin-3-yl)(2-((2-methylbenzo[d]thiazol-6-yl)methyl)pyrazolidin-1-yl)methanone